N(=[N+]=[N-])CC1CCN(CC1)CCNS(=O)(=O)C1=CC=C(C=C1)C1=CC=CC=C1 N-(2-(4-(azidomethyl)piperidin-1-yl)ethyl)-[1,1'-biphenyl]-4-sulfonamide